ClC=1C=C(C=CC1Cl)C=1N(C(=C(C(C1C(=O)OCC)=O)F)CN1N=C(C=C1)C(F)(F)F)CC ethyl 2-(3,4-dichlorophenyl)-1-ethyl-5-fluoro-4-oxo-6-[[3-(trifluoromethyl)pyrazol-1-yl]methyl]pyridine-3-carboxylate